methyl 2-bromothiazole-4-carboxylate BrC=1SC=C(N1)C(=O)OC